C(N)(=N)C=1C=C(SC1)[C@@H](C)NC(=O)[C@H]1N(C[C@](C1)(C)F)C(CNC(=O)C=1C=CC=2C(C3=CC=CC=C3C2C1)(F)F)=O (2S,4R)-N-((R)-1-(4-carbamimidoylthiophen-2-yl)ethyl)-1-((9,9-difluoro-9H-fluorene-3-carbonyl)glycyl)-4-fluoro-4-methylpyrrolidine-2-carboxamide